The molecule is a carbonate salt in which the counter-ion is iron in the +2 oxidation state. It is a carbonate salt, a one-carbon compound, an iron molecular entity and a carbonate mineral. C(=O)([O-])[O-].[Fe+2]